ClC1=CC2=C(S1)C=C(C=C2)N2C[C@H](CC2)C(=O)N[C@@H]([C@H](O)C2=CC1=C(OCCO1)C=C2)CN2CCCC2 (S)-1-(2-chlorobenzo[b]thiophen-6-yl)-N-((1R,2R)-1-(2,3-dihydrobenzo[b][1,4]dioxin-6-yl)-1-hydroxy-3-(pyrrolidin-1-yl)propan-2-yl)pyrrolidine-3-carboxamide